N[C@H](C(=O)O)[C@@H](C=1C=NC=CC1)O (2S,3R)-2-amino-3-hydroxy-3-(pyridin-3-yl)propanoic acid